FC1=C(C(=CC=C1C=1C(=NN(C1)C)F)O)N1CC(NS1(=O)=O)=O 5-(2-fluoro-3-(3-fluoro-1-methyl-1H-pyrazol-4-yl)-6-hydroxyphenyl)-1,2,5-thiadiazolidin-3-one 1,1-dioxide